NC1=NC(=NC(=C1NC=O)N)C1=NN(C2=NC=C(C=C21)F)CC2=C(C=CC=C2)F N-{4,6-diamino-2-[5-fluoro-1-(2-fluorobenzyl)-1H-pyrazolo[3,4-b]pyridin-3-yl]pyrimidin-5-yl}formamide